tris(2-(1H-pyrazole-1-yl)-4-tert-butylpyridinium) cobalt (III) [Co+3].N1(N=CC=C1)C1=[NH+]C=CC(=C1)C(C)(C)C.N1(N=CC=C1)C1=[NH+]C=CC(=C1)C(C)(C)C.N1(N=CC=C1)C1=[NH+]C=CC(=C1)C(C)(C)C